1-Aminobutane-1,2-dithiol NC(C(CC)S)S